1-[1-(2-azaspiro[3.3]heptan-6-yl)-1,2,4-triazol-3-yl]cyclopropanol C1NCC12CC(C2)N2N=C(N=C2)C2(CC2)O